4-(4-methyl-1,4-diazepan-1-yl)benzonitrile CN1CCN(CCC1)C1=CC=C(C#N)C=C1